(R)-3-((6-chloro-5-methylpyridazin-3-yl)amino)piperidine-1-carboxylic acid tert-butyl ester C(C)(C)(C)OC(=O)N1C[C@@H](CCC1)NC=1N=NC(=C(C1)C)Cl